6-[4-(tert-butoxycarbonyl)piperazin-1-yl]-2-[6-(methoxymethoxy)-2,7-dimethylindazol-5-yl]quinazoline-4-carboxylic acid C(C)(C)(C)OC(=O)N1CCN(CC1)C=1C=C2C(=NC(=NC2=CC1)C1=CC2=CN(N=C2C(=C1OCOC)C)C)C(=O)O